3-fluoro-1-(5-fluoropyrimidin-2-yl)-4-methyl-piperidine FC1CN(CCC1C)C1=NC=C(C=N1)F